O1C=C(C=C1)CCC(=O)O 3-(FURAN-3-YL)PROPANOIC ACID